rel-N-[(5R,6S)-5-[([1,1'-biphenyl]-3-yl)methyl]-4-oxo-3-(propan-2-yl)-3,4,5,6,7,8-hexahydroquinazolin-6-yl]-1-fluoromethanesulfonamide C1(=CC(=CC=C1)C[C@@H]1C=2C(N(C=NC2CC[C@@H]1NS(=O)(=O)CF)C(C)C)=O)C1=CC=CC=C1 |o1:7,16|